BrC1=CC(=NC=C1)NC(C)=O N-(4-bromopyridin-2-yl)acetamide